N1(CCCCC1)CC=CC(=O)Cl 4-(piperidine-1-yl)but-2-enoyl chloride